tert-butyl methyl((trans)-3-((6-(1-methyl-1H-pyrazol-4-yl)-3-vinylpyrazolo[1,5-a]pyrazin-4-yl)oxy)cyclobutyl)carbamate CN(C(OC(C)(C)C)=O)[C@@H]1C[C@H](C1)OC=1C=2N(C=C(N1)C=1C=NN(C1)C)N=CC2C=C